COC1=NC=2CCN(CC2C=C1NC1=NC2=C(C=CC=C2C=N1)C=1C=C(C(=O)NC)C=CC1)C 3-(2-((2-Methoxy-6-methyl-5,6,7,8-tetrahydro-1,6-naphthyridin-3-yl)amino)quinazolin-8-yl)-N-methylbenzamide